4-([[7-(methylcarbamoyl)thieno[3,2-d]pyrimidin-4-yl]amino]methyl)-phenylboronic acid CNC(=O)C1=CSC2=C1N=CN=C2NCC2=CC=C(C=C2)B(O)O